ClC=1C(=NC(=NC1)N[C@]12CC[C@@H]([C@H](OC1)O2)O)C=2C=C1C(=C(C=NC1=C(C2)F)C(C)(C)O)Cl (1S,3R,4S,5R)-((5-chloro-4-(4-chloro-8-fluoro-3-(2-hydroxypropan-2-yl)quinolin-6-yl)pyrimidin-2-yl)amino)-6,8-dioxabicyclo[3.2.1]octan-4-ol